BrC=1C=C(C=CC1)C1=C(C(=CC=C1)C1=CC(=CC=C1)Br)[Si](C)(C)C (3,3''-dibromo-[1,1':3',1''-terphenyl]-2'-yl)trimethylsilane